CS(=O)(=O)OC=1C2=C(N=C(N1)NC)N(C=C2)S(=O)(=O)C2=CC=C(C)C=C2 (2-(Methylamino)-7-tosyl-7H-pyrrolo[2,3-d]pyrimidin-4-yl) methylsulfonate